Methyl (E)-2-(3-methoxy-3-oxoprop-1-en-1-yl)-6-methylnicotinate COC(/C=C/C1=C(C(=O)OC)C=CC(=N1)C)=O